CP(=O)(C)C=1C(=NC2=C(C=CC=C2C1)F)CC (dimethylphosphoryl)-2-ethyl-8-fluoroquinolin